ClC1=C2C=C(NC2=CC=C1Cl)C(=O)N1[C@H](CN(CC1)C(C)=O)C (S)-1-(4-(4,5-dichloro-1H-indole-2-carbonyl)-3-methylpiperazin-1-yl)ethan-1-one